NCC=1C=C2CN(C(C2=CC1F)=O)C1C(NC(CC1)=O)=O 3-[5-(aminomethyl)-6-fluoro-1-oxo-isoindolin-2-yl]piperidine-2,6-dione